N-(Pyridin-4-yl)-6-[(3R)-3-{[(3S)-pyrrolidin-3-ylmethyl]amino}pyrrolidin-yl]pyridine-2-carboxamide N1=CC=C(C=C1)NC(=O)C1=NC(=CC=C1)N1C[C@@H](CC1)NC[C@@H]1CNCC1